6-(but-3-en-1-yl)-2'-chloro-4-((3,5-difluoropyridin-2-yl)methoxy-d2)-3'-Fluoro-5'-vinyl-2H-[1,4'-bipyridine]-2-one C(CC=C)C1=CC(=CC(N1C1=C(C(=NC=C1C=C)Cl)F)=O)OC([2H])([2H])C1=NC=C(C=C1F)F